ClC1=C(C=CC=C1Cl)N1CCN(CC1)CCC1(CCC(CC1)NC(N(C)C)=O)F 3-(Cis-4-(2-(4-(2,3-dichlorophenyl)piperazin-1-yl)ethyl)-4-fluorocyclohexyl)-1,1-dimethyl-urea